NC(C(=O)OCCCCCC)CCCC 6-hexyl aminocaproate